BrC1=C(C=NN(C1=O)C)N[C@@H]1C[C@@H](CN(C1)C)C1=CC=C(C=C1)CNC1CN(C1)C1=CC=C(C=C1)C1C(NC(CC1)=O)=O 3-[4-[3-[[4-[(3R,5R)-5-[(5-bromo-1-methyl-6-oxo-pyridazin-4-yl)amino]-1-methyl-3-piperidyl]phenyl]methylamino]azetidin-1-yl]phenyl]piperidine-2,6-dione